S1C=CC2=C1C=CC=C2C2=C(C=C1C(=NC(=NC1=C2F)OC[C@H]2N(CCC2)C)N2C[C@@H](N(CC2)C(C(=C)F)=O)CC#N)F 2-((2S)-4-(7-(benzothien-4-yl)-6,8-difluoro-2-(((S)-1-methylpyrrolidin-2-yl)methoxy)quinazolin-4-yl)-1-(2-fluoroacryloyl)piperazin-2-yl)acetonitrile